O=C1C2=CC(=CC=C2N2C1=NC1=CC=C(C=C1C2=O)NC(OC(C)(C)C)=O)C=2N=NNN2 tert-butyl (6,12-dioxo-8-(2H-tetrazol-5-yl)-6,12-dihydroindolo[2,1-b]quinazolin-2-yl)carbamate